1,4-diaza-spiro[4.5]decane N1CCNC12CCCCC2